CC1=C(OC(C(=O)O)(C)C)C(=CC(=C1)CN1N=C(N(C1=O)C1=CC=C(C=C1)C(F)(F)F)C)C 2-(2,6-Dimethyl-4-((3-methyl-5-oxo-4-(4-(trifluoromethyl)phenyl)-4,5-dihydro-1H-1,2,4-triazol-1-yl)methyl)phenoxy)-2-methylpropionic acid